CC(CCN1CCC2(C(C2)CNC=2N=NC(=CC2)C2=C(C=CC(=C2)F)C)CC1)(C)C N-[[6-(3,3-dimethylbutyl)-6-azaspiro[2.5]octan-2-yl]methyl]-6-(5-fluoro-2-methyl-phenyl)pyridazin-3-amine